OC=1C=C(CNC(=O)[C@H]2N3C4=C(C=CC=C4C2)CC[C@@H](C3=O)NC([C@H]([C@H](CC)C)NC(COCCF)=O)=O)C=CC1 (2S,5S)-5-{(2S,3S)-2-[2-(2-Fluoro-ethoxy)-acetylamino]-3-methyl-pentanoylamino}-4-oxo-1,2,4,5,6,7-hexahydro-azepino[3,2,1-hi]indole-2-carboxylic acid 3-hydroxy-benzylamide